O=C1NC(CCC1N1C(C2=CC=CC(=C2C1=O)NC=1C=C2C=NN(C2=CC1OC1=CC=C(C=C1)F)C)=O)=O (2,6-Dioxopiperidin-3-yl)-4-((6-(4-fluorophenoxy)-1-methyl-1H-indazol-5-yl)amino)isoindoline-1,3-dione